C(C)SC1=NC(=CC(=C1C(=O)NCC1=CC(=CC=C1)F)C)N1CC(CC1)OC 2-Ethylsulfanyl-N-[(3-fluorophenyl)-methyl]-6-(3-methoxy-pyrrolidin-1-yl)-4-methyl-pyridine-3-carboxylic acid amide